CC1(OB(OC1(C)C)C1=CC=C(C=C1)C1=CC=C(C=C1)B1OC(C(O1)(C)C)(C)C)C bis(4,4,5,5-tetramethyl-1,3,2-dioxaborolan-2-yl)-4,4'-biphenyl